3-(aminomethyl)-piperidinium NCC1C[NH2+]CCC1